BrC=1C=C(C=CC1OC)CCN 2-(3-bromo-4-methoxyphenyl)ethylamine